anthrol C1=CC=C2C=C3C(=CC2=C1)C=CC=C3O